ClC1=NC=C(C(=O)NC2=CC(=CC=C2)[C@H](C)NC2=CN=C3C(=N2)N(N=C3)C)C=C1C (S)-6-chloro-5-methyl-N-(3-(1-((1-methyl-1H-pyrazolo[3,4-b]pyrazin-6-yl)amino)ethyl)phenyl)nicotinamide